N1N=CC(=C1)C1=CC=C(C=C1)N1C(N(C2(C1)CCN(CC2)C(=O)N(C)C)CC2=CC(=CC=C2)OC)=O 3-(4-(1H-pyrazol-4-yl)phenyl)-1-(3-methoxybenzyl)-N,N-dimethyl-2-oxo-1,3,8-triazaspiro[4.5]decane-8-carboxamide